FCC(CN(CCC(C(=O)O)NC(C(C)(C=1C=NC=C(C1)C(F)(F)F)C)=O)CCCCC1=NC=2NCCCC2C=C1)OC 4-[[3-fluoro-2-methoxy-propyl]-[4-(5,6,7,8-tetrahydro-1,8-naphthyridin-2-yl)butyl]amino]-2-[[2-methyl-2-[5-(trifluoromethyl)-3-pyridyl]propanoyl]amino]butanoic acid